[Br-].CC=1N=C(SC1C)S1S(SN(S1)C1=CC=CC=C1)C1=CC=CC=C1 3-(4,5-dimethylthiazol-2-yl)-2,5-diphenyltetrathiazole bromide